(1S,9S)-1-amino-5-chloro-9-ethyl-9-hydroxy-1,2,3,9,12,15-hexahydro-10H,13H-benzo[de]pyrano[3',4':6,7]indolizino[1,2-b]quinoline-10,13-dione N[C@H]1CCC=2C=3C1=C1C(=NC3C=C(C2)Cl)C2=CC3=C(C(N2C1)=O)COC([C@]3(O)CC)=O